FC1=CNC=2N=C(N=C(C21)N[C@H]2CN[C@H](C2)C)NC=2C=NN(C2)C 5-fluoro-N2-(1-methyl-1H-pyrazol-4-yl)-N4-((3R,5S)-5-methylpyrrolidin-3-yl)-7H-pyrrolo[2,3-d]pyrimidine-2,4-diamine